COC1=C(C=CC(=C1)OC)C=1C=CC=2C=3C4=C(C(=CC3C(C2C1)(CCC)CCC)O)C=CC(=C4)C 9-(2,4-dimethoxyphenyl)-2-methyl-7,7-dipropyl-7H-benzo[c]fluoren-5-ol